1,1'-(1,2-ethylene)bis(2-imidazolidone) C(CN1C(NCC1)=O)N1C(NCC1)=O